bromobutyl-2-styrylimidazole BrCCCCC=1N=C(NC1)C=CC1=CC=CC=C1